2-(3-Nitrophenyl)quinoline [N+](=O)([O-])C=1C=C(C=CC1)C1=NC2=CC=CC=C2C=C1